(1-Methylindenyl)(pentamethylcyclopentadienyl)zirconium dichlorid [Cl-].[Cl-].CC1C(=CC2=CC=CC=C12)[Zr+2]C1(C(=C(C(=C1C)C)C)C)C